FC=1C=CC2=C(N(C(N2)=O)C=2C=NC(=CC2)C)C1 6-fluoro-1-(6-methylpyridin-3-yl)-1H-benzo[d]imidazol-2(3H)-one